(2-chloro-5-fluoro-4-phenoxyphenyl)(4-(((3R,6S)-6-(hydroxymethyl)tetrahydro-2H-pyran-3-yl)amino)-1H-pyrrolo[2,3-b]pyridin-3-yl)methanone ClC1=C(C=C(C(=C1)OC1=CC=CC=C1)F)C(=O)C1=CNC2=NC=CC(=C21)N[C@H]2CO[C@@H](CC2)CO